(1R,3S,5S)-2-(2-(3-acetyl-5-(2-methylpyrimidin-5-yl)-1H-indazol-1-yl)acetyl)-5-((allyloxy)methyl)-N-(6-bromo-3-vinylpyridin-2-yl)-2-azabicyclo[3.1.0]hexane-3-carboxamide C(C)(=O)C1=NN(C2=CC=C(C=C12)C=1C=NC(=NC1)C)CC(=O)N1[C@@H]2C[C@@]2(C[C@H]1C(=O)NC1=NC(=CC=C1C=C)Br)COCC=C